tripentaerythritol octathioglycolate C(CS)(=O)OCC(COC(CS)=O)(COCC(COC(CS)=O)(COCC(COC(CS)=O)(COC(CS)=O)COC(CS)=O)COC(CS)=O)COC(CS)=O